ClC1=C(CC=2N(C(N(N2)CC2CC2)=O)CC2CCC(CC2)(F)F)C(=CC=C1)F 5-(2-chloro-6-fluorobenzyl)-2-(cyclopropylmethyl)-4-((4,4-difluorocyclohexyl)methyl)-2,4-dihydro-3H-1,2,4-triazol-3-one